CNC(=O)C1=CC(=CC=2C(COC21)C2=CC=CC=C2)C(=O)NC2=CC=NC=C2 N7-methyl-3-phenyl-N5-(pyridin-4-yl)-2,3-dihydrobenzofuran-5,7-dicarboxamide